6-chloro-8-fluoro-3-methyl-[1,2,4]triazolo[3,4-a]phthalazine ClC1=NN2C(C3=CC=C(C=C13)F)=NN=C2C